5-(2-Aminopyridin-4-yl)-N-((6-(dimethylamino)pyridin-2-yl)methyl)-7H-pyrrolo[2,3-d]pyrimidin-4-amine NC1=NC=CC(=C1)C1=CNC=2N=CN=C(C21)NCC2=NC(=CC=C2)N(C)C